benzyl 2-((benzyloxy) methyl)-4-aminobutyrate C(C1=CC=CC=C1)OCC(C(=O)OCC1=CC=CC=C1)CCN